FC=1C=C(C=O)C=C(C1C(F)(F)F)F 3,5-difluoro-4-(trifluoromethyl)benzaldehyde